(8S,11R,13S,14S,17S)-17-hydroxy-13-methyl-3-oxo-17-(prop-1-yn-1-yl)-2,3,6,7,8,11,12,13,14,15,16,17-dodecahydro-1H-cyclopenta[a]phenanthren O[C@]1(CC[C@H]2[C@@H]3CCC4=CC(CCC4=C3CC[C@]12C)=O)C#CC